BrCC1=NC(=CC=C1C(=O)OC)F methyl 2-(bromomethyl)-6-fluoro-pyridine-3-carboxylate